5-(8-(3-fluoro-3-(4-(trifluoromethyl)phenyl)pyrrolidin-1-yl)imidazo[1,2-b]pyridazin-6-yl)pyrimidine-2,4(1H,3H)-dione FC1(CN(CC1)C=1C=2N(N=C(C1)C=1C(NC(NC1)=O)=O)C=CN2)C2=CC=C(C=C2)C(F)(F)F